ClCOC(N([C@H](C)C1=C(C=CC(=C1)OC(F)(F)F)F)C(C1=C(N=CC(=C1)Br)C)=O)=O (R)-(5-bromo-2-methylnicotinoyl)(1-(2-fluoro-5-(trifluoromethoxy)phenyl)ethyl)carbamic acid chloromethyl ester